N(=[N+]=[N-])CCOCCOCCOCCOC[C@H]1OC[C@@H]([C@@H]2[C@H]1OC(O2)(C)C)NC(C)=O N-((3aR,4R,7S,7aR)-4-(13-azido-2,5,8,11-tetraoxatridecyl)-2,2-dimethyltetrahydro-4H-[1,3]dioxolo[4,5-c]pyran-7-yl)acetamide